OC(C(=O)OCC(CCCC)CC)(C)C 2-Ethylhexyl α-hydroxyisobutyrate